oxalic acid mono-2-butynyl monoethyl ester C(C)OC(C(=O)OCC#CC)=O